(+/-)-3-ethyl-N7-methyl-N5-(2-((R)-morpholin-2-yl)ethyl)-3-phenyl-2,3-dihydrobenzofuran-5,7-dicarboxamide C(C)[C@@]1(COC2=C1C=C(C=C2C(=O)NC)C(=O)NCC[C@@H]2CNCCO2)C2=CC=CC=C2 |&1:2|